7-methyl-5-(4-((4-methylpyrimidin-2-yl)oxy)phenyl)-6-(2-(prop-1-yn-1-yl)pyrimidin-5-yl)-7H-pyrrolo[2,3-d]pyrimidin-4-amine CN1C(=C(C2=C1N=CN=C2N)C2=CC=C(C=C2)OC2=NC=CC(=N2)C)C=2C=NC(=NC2)C#CC